1,18-octadecanediol dimethacrylate C(C(=C)C)(=O)OCCCCCCCCCCCCCCCCCCOC(C(=C)C)=O